4-benzyl-3-oxo-3,4-dihydro-2H-benzo[b][1,4]oxazine-6-carboxylic acid C(C1=CC=CC=C1)N1C2=C(OCC1=O)C=CC(=C2)C(=O)O